NC=1N=C(C2=C(N1)NC(=C2)C=2C=NC(=CC2)N(C)C)C=2C(=C(C=CC2)N2C(C1=C(C=C(C=C1C=C2)C2CC2)F)=O)CO 2-(3-{2-amino-6-[6-(dimethylamino)pyridin-3-yl]-7H-pyrrolo[2,3-d]pyrimidin-4-yl}-2-(hydroxymethyl)phenyl)-6-cyclopropyl-8-fluoroisoquinolin-1(2H)-one